tert-butyl 2,2-difluoro-6-hydroxy-hexanoate FC(C(=O)OC(C)(C)C)(CCCCO)F